OC=1C=C2C(=CC(OC2=CC1O)=O)C 6,7-Dihydroxy-4-methylcoumarin